2-(3,4'-difluoro-[1,1'-biphenyl]-4-yl)acetic acid FC=1C=C(C=CC1CC(=O)O)C1=CC=C(C=C1)F